(E)-2-methyl-but-2-enedicarboxylic acid dibutyl ester C(CCC)OC(=O)C(\C(=C\C)\C)C(=O)OCCCC